1,2,3,4-tetrahydro-beta-carboline-3-carboxylic acid C1NC(CC=2C3=CC=CC=C3NC12)C(=O)O